2-diphenylphosphanylethyl(diphenyl)phosphane C1(=CC=CC=C1)P(CCP(C1=CC=CC=C1)C1=CC=CC=C1)C1=CC=CC=C1